C[Si]1([Si]([Si]1(C=C)C)(C=C)C)C=C trimethyl-trivinyl-cyclotrisilane